CC1=CNC2=NC=C(C=C21)C=2C=C1CCN(CC1=C(C2)[C@H]2N(CCC2)C(=O)[O-])C(=O)C=2C=NC=NC2 (S)-2-(6-(3-methyl-1H-pyrrolo[2,3-b]pyridin-5-yl)-2-(pyrimidine-5-carbonyl)-1,2,3,4-Tetrahydroisoquinolin-8-yl)pyrrolidine-1-carboxylate